(E)-3-((3-butyl-7-(ethylsulfanyl)-5-(4-fluorophenyl)-1,1-dioxido-2,3,4,5-tetrahydro-1,2,5-benzothiadiazepin-8-yl)oxy)acrylic acid C(CCC)C1NS(C2=C(N(C1)C1=CC=C(C=C1)F)C=C(C(=C2)O/C=C/C(=O)O)SCC)(=O)=O